C1(=CC=CC=C1)C=1OC(=NN1)C(Cl)(Cl)Cl 2-phenyl-5-trichloromethyl-1,3,4-oxadiazole